O=C(CCS(=O)O)C=1SC=CC1 3-oxo-3-thiophen-2-ylpropane-1-sulfinic acid